Cl.C(CCCCCCCCC)C1=CC=C(C=C1)C1=NOC(=N1)CC(CN1CCCCC1)O 1-(3-(4-decylphenyl)-1,2,4-oxadiazol-5-yl)-3-(piperidin-1-yl)propan-2-ol hydrochloride